6-bromo-1-methyl-3-(trifluoromethyl)-1H-pyrazolo[4,3-b]pyridine BrC=1C=C2C(=NC1)C(=NN2C)C(F)(F)F